2-(5-(3-(5-(tert-Butyl)isoxazol-3-yl)ureido)benzofuran-2-carbonyl)-4-(morpholinomethyl)-1H-indol-5-yl [1,4'-bipiperidine]-1'-carboxylate dihydrochloride Cl.Cl.N1(CCCCC1)C1CCN(CC1)C(=O)OC=1C(=C2C=C(NC2=CC1)C(=O)C=1OC2=C(C1)C=C(C=C2)NC(=O)NC2=NOC(=C2)C(C)(C)C)CN2CCOCC2